4,7-bis(3-hexylthien-5-yl)-2,1,3-benzothiadiazole C(CCCCC)C1=CSC(=C1)C1=CC=C(C2=NSN=C21)C2=CC(=CS2)CCCCCC